(R,E)-4-((1-(2-chlorophenyl)cyclopropyl)amino)-2,5-difluoro-N-(4-(methylsulfonyl)but-3-en-2-yl)benzamide ClC1=C(C=CC=C1)C1(CC1)NC1=CC(=C(C(=O)N[C@H](C)\C=C\S(=O)(=O)C)C=C1F)F